2-(o-chlorophenyl)-4,5-bis-(m-methoxyphenyl)imidazole ClC1=C(C=CC=C1)C=1NC(=C(N1)C1=CC(=CC=C1)OC)C1=CC(=CC=C1)OC